Di-tert-butyl-N-[3-({2-[(3-aminopropyl){(1R)-1-[1-benzyl-4-(2,5-difluorophenyl)-1H-pyrrol-2-yl]-2,2-dimethylpropyl}amino]-2-oxoethyl}sulfanyl)propanoyl]-D-aspartate C(C)(C)(C)OC([C@H](NC(CCSCC(=O)N([C@H](C(C)(C)C)C=1N(C=C(C1)C1=C(C=CC(=C1)F)F)CC1=CC=CC=C1)CCCN)=O)CC(=O)OC(C)(C)C)=O